6-aminopenicillanic acid methyl-pivalate salt CCC(C(=O)O)(C)C.S1C(C)(C)[C@H](C(=O)O)N2[C@H]1[C@H](N)C2=O